ClC=1C=CC=2N(C1)C=C(N2)C(C(=O)O)C 2-{6-chloroimidazo[1,2-a]pyridin-2-yl}propanoic acid